C1CC12CCN(CC2)C(C(C)NC(=O)C2=CC=1C(=CN=C(C1)OC)N2)=O N-[1-(6-azaspiro[2.5]octan-6-yl)-1-oxopropan-2-yl]-5-methoxy-1H-pyrrolo[2,3-c]pyridine-2-carboxamide